NC1=C(SC(=C1)C1=CC(=CC=C1)F)C(=O)N[C@H]1CN(CC1)C(=O)OCCCC butyl (R)-3-(3-amino-5-(3-fluorophenyl)thiophene-2-carboxamido)pyrrolidine-1-carboxylate